COC1=C(C=CC=C1)C(CCCCC)CC(=O)[O-].C(CCCCCCCCC)C(=O)[C@H](O)[C@@H](O)[C@H](O)[C@H](O)CO.[Na+] sodium decyl-glucose 1-(2-methoxyphenyl)hexyl-acetate